ClC=1C=C(C=CC1OCC1=NC=CC=C1)NC=1C2=C(N=CN1)N(C=C2C2C[C@H]1CC[C@@H](C2)N1C(=O)OC(C)(C)C)COCC[Si](C)(C)C tert-butyl (1R,3r,5S)-3-(4-((3-chloro-4-(pyridin-2-ylmethoxy)phenyl)amino)-7-((2-(trimethylsilyl)ethoxy)methyl)-7H-pyrrolo[2,3-d]pyrimidin-5-yl)-8-azabicyclo[3.2.1]octane-8-carboxylate